(1S,3R)-5'-(4-Amino-3-(dimethylcarbamoyl)-2-fluorophenyl)-4'-chloro-1',2'-dihydrospiro[cyclopentane-1,3'-pyrrolo[2,3-b]pyridine]-3-carboxamide NC1=C(C(=C(C=C1)C=1C(=C2C(=NC1)NC[C@@]21C[C@@H](CC1)C(=O)N)Cl)F)C(N(C)C)=O